ClC=1C(=C(C=CC1)[C@H]1[C@@H](NC2(CCCCC2)[C@@]12C(NC1=CC(=CC=C21)CCC)=O)C(=O)OC)F methyl (3'R,4'S,5'R)-4'-(3-chloro-2-fluorophenyl)-2''-oxo-6''-propyldispiro[cyclohexane-1,2'-pyrrolidine-3',3''-indoline]-5'-carboxylate